acryloyloxyethyldimethylbenzylammonium bis(trifluoromethanesulfonyl)imide [N-](S(=O)(=O)C(F)(F)F)S(=O)(=O)C(F)(F)F.C(C=C)(=O)OCC[N+](CC1=CC=CC=C1)(C)C